2-(azetidin-1-yl)-6-vinyl-quinazoline N1(CCC1)C1=NC2=CC=C(C=C2C=N1)C=C